3-fluoro-N-(4-methyl-3-(7-(methylamino)-1,6-naphthyridin-3-yl)phenyl)-4-(trifluoromethyl)pyridinamide FC=1C(=NC=CC1C(F)(F)F)C(=O)NC1=CC(=C(C=C1)C)C=1C=NC2=CC(=NC=C2C1)NC